C(CCN)C[C@@H](C(=O)NCC(=O)O)N The molecule is a dipeptide formed from L-lysine and glycine residues. It has a role as a metabolite. It derives from a L-lysine and a glycine.